FC=1C=C(CN(C1)C=1SC=C(N1)C)C1=CC=NC(=C1F)C 5,5'-difluoro-6'-methyl-N-(4-methylthiazol-2-yl)-[3,4'-bipyridine]